[(3R)-1,1,3-trimethyl-2,3-dihydroinden-4-yl]pyrazole-4-carboxamide CC1(C[C@H](C2=C(C=CC=C12)C1=NNC=C1C(=O)N)C)C